OC=1C(C=C(OC1)CN1CC2=CC=C(C=C2C1)SC)=O 5-hydroxy-2-((5-(methylthio)isoindolin-2-yl)methyl)-4H-pyran-4-one